C(C)(=O)O[C@H]1[C@@H](SC=2C=NC=C(C2)Br)O[C@@H]([C@@H]([C@@H]1N=[N+]=[N-])OC(C)=O)COC(C)=O 5-bromopyridin-3-yl 2,4,6-tri-O-acetyl-3-azido-3-deoxy-1-thio-alpha-D-galactopyranoside